5-(bicyclo[1.1.1]pentane-1-carbonylaminosulfonyl)-N-[6-(5-chloro-1,3-benzoxazol-2-yl)spiro[3.3]heptane-2-yl]furan-2-carboxamide C12(CC(C1)C2)C(=O)NS(=O)(=O)C2=CC=C(O2)C(=O)NC2CC1(C2)CC(C1)C=1OC2=C(N1)C=C(C=C2)Cl